CP1(C(=CC=C1)C)=O 1,2-dimethyl-1-oxophosphole